N[C@@H](CCCNC=1C=CC(=C(C(=O)OC)C1)NC([C@H](C)NC([C@H](C(C)C)NC(=O)OC(C)(C)C)=O)=O)C(=O)OC Methyl 5-(((S)-4-amino-5-methoxy-5-oxopentyl)amino)-2-((S)-2-((S)-2-((tert-butoxycarbonyl)amino)-3-methylbutanamido)propanamido)benzoate